CS(=O)(=O)[O-].C(CCCCC)[NH+]1C=C(C=C1)CCCC 1-Hexyl-3-butylpyrrolium methansulfonat